FC1=C(C=C(C=C1C[C@@H]1N(CC2(CC2)[C@@H]1NS(=O)(=O)[C@@H](C)F)C(=O)[C@@H]1OCC1)F)C1=CC=CC=C1 (S)-N-((6S,7S)-6-((2,5-difluoro-[1,1'-biphenyl]-3-yl)methyl)-5-((R)-oxetane-2-carbonyl)-5-azaspiro[2.4]heptan-7-yl)-1-fluoroethane-1-sulfonamide